C(#C)C1=CC=C(C=C1)C(=C(C1=CC=CC=C1)C1=CC=CC=C1)C1=CC=CC=C1 1-(4-ethynylphenyl)-1,2,2-triphenylethylene